lithium t-amylate CCC(C)(C)[O-].[Li+]